6-(1-(2,6-difluorobenzyl)-5-((dimethylamino)methyl)-6-(4-nitrophenyl)-2,4-dioxo-1,4-dihydrothieno[2,3-d]pyrimidin-3(2H)-yl)pyridazine-3-carboxylic acid FC1=C(CN2C(N(C(C3=C2SC(=C3CN(C)C)C3=CC=C(C=C3)[N+](=O)[O-])=O)C3=CC=C(N=N3)C(=O)O)=O)C(=CC=C1)F